IC=1C=C2C(=CC=NC2=CC1)NC1=CC(=CC(=C1)OC1COCC1)OC 6-Iodo-N-(3-methoxy-5-((tetrahydrofuran-3-yl)oxy)phenyl)quinolin-4-amine